3-ethoxy-2,2-dimethyl-cyclobutanone C(C)OC1C(C(C1)=O)(C)C